7-methoxy-4-(1-methyl-3-phenyl-1H-pyrazol-4-yl)quinazolin-6-yl (S)-2,4-dimethylpiperazine-1-carboxylate C[C@@H]1N(CCN(C1)C)C(=O)OC=1C=C2C(=NC=NC2=CC1OC)C=1C(=NN(C1)C)C1=CC=CC=C1